tert-butyl 3-(3-formylphenyl)-2-(pyridin-3-yl)propanoate C(=O)C=1C=C(C=CC1)CC(C(=O)OC(C)(C)C)C=1C=NC=CC1